ClC1=NC=C(C(=N1)NC1=CC=CC=C1)C#CC(OCC)OCC 2-chloro-5-(3,3-diethoxyprop-1-ynyl)-N-phenyl-pyrimidin-4-amine